CC[C@H](C)[C@@H](C(=O)N1CCCC1)N isoleucyl-pyrrolidine